2-{5-[cis-3-(5-amino-8-methoxy[1,2,4]triazolo[1,5-c]quinazolin-2-yl)cyclobutyl]pyrazin-2-yl}propan-2-ol NC1=NC=2C=C(C=CC2C=2N1N=C(N2)[C@H]2C[C@H](C2)C=2N=CC(=NC2)C(C)(C)O)OC